N[C@H](CCS(=O)C)C(=O)O |r| (R) and (S)-methionine sulfoxide